4-(5-amino-6-thiomorpholino-2H-indazol-2-yl)-2-methylbutan-2-ol NC1=CC2=CN(N=C2C=C1N1CCSCC1)CCC(C)(O)C